(piperidyl)aniline N1(CCCCC1)NC1=CC=CC=C1